C(C)(C)OC1=C(N=CC=2N1N=C(N2)N[C@H]2[C@H](CN(CC2)C(=O)OC(C)(C)C)C)C=2C=NNC2 tert-butyl (3S,4R)-4-((5-isopropoxy-6-(1H-pyrazol-4-yl)-[1,2,4]triazolo[1,5-a]pyrazin-2-yl) amino)-3-methylpiperidine-1-carboxylate